1-methyl-1H-pyrrolo[2,3-b]pyridin-6-amine CN1C=CC=2C1=NC(=CC2)N